1-((3,3-difluorocyclopentyl)methyl)-N-(2-(methylsulfonyl)pyridin-4-yl)-4-(trifluoromethyl)-1H-pyrazole-5-carboxamide FC1(CC(CC1)CN1N=CC(=C1C(=O)NC1=CC(=NC=C1)S(=O)(=O)C)C(F)(F)F)F